C(C1=CC=CC=C1)OC([C@H](C(C)C)N(C(=O)[C@@H]1[C@H](CN(C1)C(=O)OC(C)(C)C)C(=O)O)C)=O (3R,4R)-4-{[(2S)-1-(benzyloxy)-3-methyl-1-oxobutan-2-yl](methyl)carbamoyl}-1-(tert-butoxycarbonyl)pyrrolidine-3-carboxylic acid